{9-[(cyclopropylmethyl)amino]-7-methoxy-1H,2H,3H-cyclopenta[b]quinolin-6-yl}methanol C1(CC1)CNC1=C2C(=NC=3C=C(C(=CC13)OC)CO)CCC2